C(C)[C@H]1OC2=C([C@@H](N(C1)CC1=CC(=CC=3C=CSC31)[C@H](CC(=O)O)C3=C(C1=C(N(N=N1)C)C(=C3)C)C)C)N=CC=C2 (3S)-3-(7-{[(2R,5S)-2-Ethyl-5-methyl-2,3-dihydropyrido[2,3-f][1,4]oxazepin-4(5H)-yl]methyl}-1-benzothiophen-5-yl)-3-(1,4,7-trimethyl-1H-benzotriazol-5-yl)propanoic acid